COCOC1=C(C=C(C=C1)C)C(=O)C1=CC=C(C=C1)F (2-methoxymethyloxy-5-methylphenyl)(4-fluorophenyl)methanone